NC=1C=NN(C1)C1CCC(CC1)C(=O)[O-] 4-(4-amino-1H-pyrazol-1-yl)cyclohexane-1-carboxylate